BrC=1C=C(C=C(C1OCOC)F)S(=O)(=O)N1CCC(CC1)C1=CC=CC=C1 1-[3-Bromo-5-fluoro-4-(methoxymethoxy)phenyl]sulfonyl-4-phenyl-piperidine